FC1=CC=C(C=C1)C(CN1C[C@@H](CC1)CCN1C(C2=CC=CC=C2C1)=O)=O (S)-2-(2-(1-(2-(4-fluorophenyl)-2-oxoethyl)pyrrolidin-3-yl)ethyl)isoindolin-1-one